N-9-fluorenylmethoxycarbonyl-L-serine methyl ester COC([C@@H](NC(=O)OCC1C2=CC=CC=C2C=2C=CC=CC12)CO)=O